N-[2-bromo-4-(perfluoroisopropyl)-6-(methylthio)phenyl]-3-(cyclopropylmethylamino)-4-fluorobenzamide BrC1=C(C(=CC(=C1)C(C(F)(F)F)(C(F)(F)F)F)SC)NC(C1=CC(=C(C=C1)F)NCC1CC1)=O